ClC1=C(C=C(C(=C1)F)C=1N=NN(N1)C1CC1)NC(=O)C=1C=NN2C1C=C(C=C2)C=2C=NN(C2C)CC(COCCOC)O N-(2-chloro-5-(2-cyclopropyl-2H-tetrazol-5-yl)-4-fluorophenyl)-5-(1-(2-hydroxy-3-(2-methoxyethoxy)propyl)-5-methyl-1H-pyrazol-4-yl)pyrazolo[1,5-a]pyridine-3-carboxamide